C1=CC=CC=2C3=CC=CC=C3N(C12)C1=CC=C(C=C1)C1=CC=C(C=C1)OB(O)O (4'-(9H-carbazol-9-yl)-[1,1'-biphenyl]-4-yl)boric acid